2-[4-methyl-2-(trifluoromethyl)pyrimidin-5-yl]-6-{1-[(3S)-oxolan-3-yl]-1H-pyrazolo[3,4-b]pyrazin-6-yl}-2,6-diazaspiro[3.4]octane CC1=NC(=NC=C1N1CC2(C1)CN(CC2)C2=CN=C1C(=N2)N(N=C1)[C@@H]1COCC1)C(F)(F)F